FC(C(=O)O)(F)F.C(C)N1[C@@H](CNCC1)CC (R)-1-Ethyl-2-ethylpiperazine trifluoroacetate salt